OC1CC(N(O1)C(=O)OC(C)(C)C)C=1SC(=NN1)C Tert-butyl 5-hydroxy-3-(5-methyl-1,3,4-thiadiazol-2-yl)isoxazolidine-2-carboxylate